(2S)-5-oxomorpholin O=C1COCCN1